FC(C(=O)O)(F)F.CC=1N=C(NC1C)C1=NC=CC(=C1)C=1C=NC=C(C1)C(=O)N1CC(CC1)C1=CC=CC=C1 2'-(4,5-Dimethyl-1H-imidazol-2-yl)-5-[(3-phenylpyrrolidin-1-yl)carbonyl]-3,4'-bipyridine trifluoroacetate salt